ClC=1C=C(C=C(C1)Cl)C=1OC2=C(N1)C=CC(=C2)C(=O)OC2CNCC2 Pyrrolidin-3-yl 2-(3,5-Dichlorophenyl)Benzo[d]Oxazole-6-Carboxylate